tert-Butyl 2-(4-(tert-butyl)oxazol-2-yl)-7-azaspiro[3.5]nonane-7-carboxylate C(C)(C)(C)C=1N=C(OC1)C1CC2(C1)CCN(CC2)C(=O)OC(C)(C)C